Cl.Cl.NC1=CC(=C(C=C1)C=1C=C2C(=NNC2=CC1)NC(=O)C1CCN(CC1)C)Cl N-[5-(4-amino-2-chlorophenyl)-1H-indazol-3-yl]-1-methylpiperidine-4-carboxamide dihydrochloride